NC1=NC=NC=2N(C3=C(C=C(C=C3C21)C=2C(=NC=CC2)C(F)(F)F)C)CC(=O)O 2-(4-amino-8-methyl-6-(2-(trifluoromethyl)pyridin-3-yl)-9H-pyrimido[4,5-b]indol-9-yl)acetic acid